2-(benzyloxy)-6-(cyclobutyloxy)benzene-1-sulfonamide C(C1=CC=CC=C1)OC1=C(C(=CC=C1)OC1CCC1)S(=O)(=O)N